N1(CCOCC1)C(=O)O[C@@H]1CC[C@H](CC1)C(N(C[C@@H]1CC[C@H](CC1)C1=NC(=C(C=C1)OC)C)C1=NC=CC(=C1)C=1N=C(OC1)C1CC1)=O trans-4-((4-(2-Cyclopropyloxazol-4-yl)pyridine-2-yl)((trans-4-(5-methoxy-6-methylpyridin-2-yl)cyclohexyl)methyl)carbamoyl)cyclohexyl morpholine-4-carboxylate